2-((2-cyclopropyl-4-(4-methylpiperazin-1-yl)phenyl)amino)-4-((3-(2-oxo-1,3-oxazepan-3-yl)propyl)amino)pyrimidine-5-carbonitrile C1(CC1)C1=C(C=CC(=C1)N1CCN(CC1)C)NC1=NC=C(C(=N1)NCCCN1C(OCCCC1)=O)C#N